(1S,9S)-5-(3-methanesulfonylazetidin-1-yl)-4-methoxy-17-methyl-17-azatetracyclo[7.5.3.01,10.02,7]heptadeca-2(7),3,5-triene CS(=O)(=O)C1CN(C1)C=1C(=CC=2[C@@]34C([C@H](CC2C1)N(CC4)C)CCCC3)OC